B1(O[SiH2]OO1)[O-] 9-Siloxane Borate